3-cyano-4-(cyclohexyloxy)-N-methylbenzenesulfonamide C(#N)C=1C=C(C=CC1OC1CCCCC1)S(=O)(=O)NC